4-(3-((6-((1-propenoylpiperidin-4-yl)oxy)-7-methoxyquinazolin-4-yl)Amino)-4-methoxyphenyl)-N-(3-fluorophenethyl)thiophene-2-carboxamide C(C=C)(=O)N1CCC(CC1)OC=1C=C2C(=NC=NC2=CC1OC)NC=1C=C(C=CC1OC)C=1C=C(SC1)C(=O)NCCC1=CC(=CC=C1)F